FC1=CC=C(C=C1)C1=NC(=NC(=C1C#N)C(C)C)O 4-(4-fluorophenyl)-2-hydroxy-6-isopropyl-pyrimidine-5-formonitrile